(E)-Methyl-2-acetoxy-5-(3-(3-chloro-2-oxo-5,6-dihydropyridin-1(2H)-yl)-3-oxoprop-1-en-1-yl)benzoate COC(C1=C(C=CC(=C1)\C=C\C(=O)N1C(C(=CCC1)Cl)=O)OC(C)=O)=O